CCCCCCCCCNS(=O)(=O)O The molecule is a member of the class of sulfamic acids that is sulfamic acid in which one of the amino hydrogens has been replaced by a nonyl group. It has a role as a kairomone and a Daphnia pulex metabolite. It is a conjugate acid of a nonylsulfamate.